1-(2-(Dimethylamino)pyridin-3-yl)ethan-1-one CN(C1=NC=CC=C1C(C)=O)C